NC1=C(C=2C=NC(=C(C2N1C1=C2C=NN(C2=CC=C1C)C1OCCCC1)CC1CN(C1)C(=O)[O-])C1CC1)C(N)=O 3-[[2-amino-3-carbamoyl-6-cyclopropyl-1-(5-methyl-1-tetrahydropyran-2-yl-indazol-4-yl)pyrrolo[3,2-c]pyridin-7-yl]methyl]azetidine-1-carboxylate